2-(2'-chloro-4'-((6-(methylsulfonyl)-2,6-diazaspiro[3.3]heptan-2-yl)methyl)-[1,1'-biphenyl]-4-yl)-1,1,1,3,3,3-hexafluoropropan-2-ol ClC1=C(C=CC(=C1)CN1CC2(C1)CN(C2)S(=O)(=O)C)C2=CC=C(C=C2)C(C(F)(F)F)(C(F)(F)F)O